6,6-Difluoro-3,9-dimethyl-6a,7,10,10a-tetrahydrobenzo[c]chromen-1-ol FC1(OC=2C=C(C=C(C2C2C1CC=C(C2)C)O)C)F